C(OC1=CC(=NC=N1)O[C@@H]1C[C@@H](N(C1)CC1=CN=C(S1)NC(C)=O)C)([2H])([2H])[2H] N-(5-(((2S,4R)-4-((6-(methoxy-d3)pyrimidin-4-yl)oxy)-2-methylpyrrolidin-1-yl)methyl)thiazol-2-yl)acetamide